OC=1C=C(C=C(C1)OC)CCC1=CC(=CC=C1)O 3,3'-dihydroxy-5-methoxybibenzyl